F[C@H]1NCCNC1 (2R,7aS)-2-fluoro-tetrahydro-1H-pyrazin